OC(=O)C(F)(F)F.ONC(C1=CC=C(C=C1)CN1N=CC(=C1)CNC1C(C1)C1=CC=CC=C1)=O N-hydroxy-4-((4-(((2-phenylcyclopropyl)amino)methyl)-1H-pyrazol-1-yl)methyl)benzamide TFA Salt